BrC=1C=C2C(=NC1C1=C(C=CC=C1)F)N=C(S2)S 6-bromo-5-(2-fluoro-phenyl)[1,3]thiazolo[4,5-b]pyridine-2-thiol